OC(CCC=O)C 4-hydroxypentanal